FC1=C(C#N)C(=CC(=C1)CO)OC([2H])([2H])[2H] 2-fluoro-4-(hydroxymethyl)-6-[(2H3)methyloxy]benzonitrile